L-homotryptophan N[C@@H](CCC1=CNC2=CC=CC=C12)C(=O)O